4-(4-((3-ethoxy-3-oxopropyl)amino)phenyl)piperidine-1-carboxylic acid tert-butyl ester C(C)(C)(C)OC(=O)N1CCC(CC1)C1=CC=C(C=C1)NCCC(=O)OCC